C1(CC1)C=1OC=C(N1)C1=CC(=NC=C1)N(C(=O)[C@@H]1CC[C@H](CC1)C(=O)O)CC12CCC(CC1)(CC2)C2=CC(=C(C=C2)OC)C trans-4-((4-(2-Cyclopropyloxazol-4-yl)pyridin-2-yl)((4-(4-methoxy-3-methylphenyl)bicyclo[2.2.2]octan-1-yl)methyl)carbamoyl)cyclohexanecarboxylic acid